ClC1=CC=C(C(=N1)C(=O)NS(=O)(=O)C)N[C@H](C)C=1C=C(C=C2C(N(C(=NC12)N1CCN(CC1)C=1C(=NC=C(C1)F)C)C)=O)C (R)-6-chloro-3-((1-(2-(4-(5-fluoro-2-methylpyridin-3-yl)piperazin-1-yl)-3,6-dimethyl-4-oxo-3,4-dihydroquinazolin-8-yl)ethyl)amino)-N-(methylsulfonyl)picolinamide